((4-(((tert-butoxycarbonyl)(methyl)amino)methyl)-2-(2-fluorophenyl)-1H-pyrrol-1-yl)sulfonyl)Benzoic acid C(C)(C)(C)OC(=O)N(C)CC=1C=C(N(C1)S(=O)(=O)C1=C(C(=O)O)C=CC=C1)C1=C(C=CC=C1)F